NOCCOC(C(=O)O)C 2-(2-(aminooxy)ethoxy)propionic acid